2-amino-4-(p-nitrophenyl)-5-methylthiothiazole NC=1SC(=C(N1)C1=CC=C(C=C1)[N+](=O)[O-])SC